6-bromo-2-chloro-3-methylbenzonitrile BrC1=CC=C(C(=C1C#N)Cl)C